5-(((1-acetylpiperidin-4-yl)amino)methyl)-N-(2-chloro-3-(3'-chloro-6-methoxy-5-((((5-oxopyrrolidin-2-yl)methyl)amino)methyl)-[2,4'-bipyridin]-2'-yl)phenyl)thiazole-2-carboxamide C(C)(=O)N1CCC(CC1)NCC1=CN=C(S1)C(=O)NC1=C(C(=CC=C1)C1=NC=CC(=C1Cl)C1=NC(=C(C=C1)CNCC1NC(CC1)=O)OC)Cl